((S)-1-(4-Hydroxyphenyl)ethyl)-4-((R)-3-(3-(trifluoromethyl)phenoxy)pyrrolidin-1-yl)tetrahydro-2H-pyran-4-carboxamide OC1=CC=C(C=C1)[C@H](C)C1OCCC(C1)(C(=O)N)N1C[C@@H](CC1)OC1=CC(=CC=C1)C(F)(F)F